2,2-Difluoro-N,4-diphenylbutanamide FC(C(=O)NC1=CC=CC=C1)(CCC1=CC=CC=C1)F